C(C)(C)OC(=O)N1CCC2(CC1)CC(C1=CC(=CC=C12)Br)OC1=C(C(=CC=C1)C)CC(=O)OCC 5-bromo-3-(2-(2-ethoxy-2-oxoethyl)-3-methylphenoxy)-2,3-dihydrospiro[indene-1,4'-piperidine]-1'-carboxylic acid isopropyl ester